NC=1N(C(=C(C1)C)C)C 2-amino-1,4,5-trimethyl-1H-pyrrole